N-(4-(4-methylpiperazin-1-yl)phenyl)-8-(7-(methylsulfonyl)-2,7-diazaspiro[4.4]nonan-2-yl)pyrido[3,4-d]pyrimidin-2-amine CN1CCN(CC1)C1=CC=C(C=C1)NC=1N=CC2=C(N1)C(=NC=C2)N2CC1(CC2)CN(CC1)S(=O)(=O)C